C(C1=CC=CC=C1)OC=1C=C(C2=CC=CC=C2C1)C1=CC(=C(C(=O)OC)C=C1OC1=C(C=CC=C1)C#N)[N+](=O)[O-] methyl 4-(3-(benzyloxy)naphthalen-1-yl)-5-(2-cyanophenoxy)-2-nitrobenzoate